NC1=NC=2C=C(C(=CC2C2=C1C=NN2C)C(=O)N(N(CC)C2=CC1=C(N=CS1)C=C2)CC2CC2)F 4-Amino-N'-(benzo[d]thiazol-6-yl)-N-(cyclopropylmethyl)-N'-ethyl-7-fluoro-1-methyl-1H-pyrazolo[4,3-c]quinoline-8-carboxylic acid hydrazide